CC1(C2CC3CC(CC1C3)C2)OC(=O)C(C)(C)OC(=O)C2C3C=CC(C2)C3=O 5-(2-(2-methyl-2-adamantyloxycarbonyl)-2-propoxycarbonyl)-7-oxo-bicyclo[2.2.1]Hept-2-ene